5-(((4-(3-chloro-4-(2-chloro-3-((3-fluoro-6-(((2-hydroxyethyl)amino)methyl)pyridin-2-yl)amino)phenyl)pyridin-2-yl)-2-methoxybenzyl)amino)methyl)pyrrolidin-2-one ClC=1C(=NC=CC1C1=C(C(=CC=C1)NC1=NC(=CC=C1F)CNCCO)Cl)C1=CC(=C(CNCC2CCC(N2)=O)C=C1)OC